NC1=C(SC2=NC(=CC(=C21)C(F)(F)F)C)C(=O)NCCC2=CC(=C(C=C2)N2CCNCC2)F 3-amino-N-(3-fluoro-4-(piperazin-1-yl)phenethyl)-6-methyl-4-(trifluoromethyl)thieno[2,3-b]pyridine-2-carboxamide